FC1=CC(=C(C=N1)C(C)O)C 1-(6-fluoro-4-methylpyridin-3-yl)ethan-1-ol